tert-butyl (2S)-4-(4-(2,6-dioxopiperidin-3-yl)phenyl)-2-methylpiperazine-1-carboxylate O=C1NC(CCC1C1=CC=C(C=C1)N1C[C@@H](N(CC1)C(=O)OC(C)(C)C)C)=O